6-[8-(1,3-benzothiazol-2-ylcarbamoyl)-3,4-dihydroisoquinolin-2(1H)-yl]-3-[1-(3-formylbenzyl)-1H-pyrazol-4-yl]pyridine-2-carboxylic acid tert-butyl ester C(C)(C)(C)OC(=O)C1=NC(=CC=C1C=1C=NN(C1)CC1=CC(=CC=C1)C=O)N1CC2=C(C=CC=C2CC1)C(NC=1SC2=C(N1)C=CC=C2)=O